C1=CC(=CC2=NC3=CC(=CC=C3C=C12)NC(C(C)(C)C)=O)NC(C(C)(C)C)=O N,N'-(acridine-3,6-diyl)bis(2,2-dimethylpropanamide)